(S)-N-(2-(4,4-Difluoropiperidin-1-yl)-6-methylpyrimidin-4-yl)-5-fluoro-4-((2-hydroxy-1-methylethyl)sulfonamido)-2-(6-azaspiro[2.5]octan-6-yl)benzamide FC1(CCN(CC1)C1=NC(=CC(=N1)NC(C1=C(C=C(C(=C1)F)NS(=O)(=O)[C@H](CO)C)N1CCC2(CC2)CC1)=O)C)F